tri(2-ethylhexyl) thiophosphate P(=S)(OCC(CCCC)CC)(OCC(CCCC)CC)OCC(CCCC)CC